4,4-dimethoxy-2,2-dimethylbutanal COC(CC(C=O)(C)C)OC